2,3-dihydro-7H-1,4,2-dioxaazepine O1NCOC=CC1